4-(2-bromophenoxy)phenol BrC1=C(OC2=CC=C(C=C2)O)C=CC=C1